FCN1C(N(C2=NC(=NC=C12)NC=1C=C2C=CC=NC2=CC1C)C1(CCOCC1)C#N)=O 4-(7-(fluoromethyl)-2-((7-methylquinolin-6-yl)amino)-8-oxo-7,8-dihydro-9H-purin-9-yl)tetrahydro-2H-pyran-4-carbonitrile